((2R,3S,4R,5R)-5-(4-aminopyrrolo[2,1-f][1,2,4]triazin-7-yl)-5-cyano-3,4-dihydroxytetrahydrofuran-2-yl)methyl isobutyrate C(C(C)C)(=O)OC[C@H]1O[C@@]([C@@H]([C@@H]1O)O)(C#N)C1=CC=C2C(=NC=NN21)N